4-morpholino-N-(pyrimidin-5-yl)pyrido[3',2':4,5]furo[3,2-d]pyrimidin-2-amine O1CCN(CC1)C=1C2=C(N=C(N1)NC=1C=NC=NC1)C1=C(O2)N=CC=C1